tert-butyl 5-[6-fluoro-5-[[4-methyl-6-(methylamino) pyrimidin-2-yl] amino]-2,3-dihydrobenzofuran-7-yl]-2-methyl-2,3,4,7-tetrahydroazepine-1-carboxylate FC1=C(C2=C(CCO2)C=C1NC1=NC(=CC(=N1)C)NC)C=1CCC(N(CC1)C(=O)OC(C)(C)C)C